4-(methoxymethyl)cyclohexane-1-one COCC1CCC(CC1)=O